FC1=C(OC2=C(C=C(C=C2)NS(=O)(=O)C)C2=CN(C(C=C2)=O)C)C=CC(=C1)F N-[4-(2,4-difluorophenoxy)-3-(1-methyl-6-oxopyridin-3-yl)phenyl]methanesulfonamide